lead-zinc-copper-iron sulfide [Fe]=S.[Cu].[Zn].[Pb]